CS(=O)(=O)OC[C@H](CO[Si](C)(C)C(C)(C)C)C (S)-3-((tert-butyldimethylsilyl) oxy)-2-methylpropyl methanesulfonate